C1(CC1)N1N=NC(=C1)C 1-cyclopropyl-4-methyl-triazole